CC1(C(C(CC1)(O)O)(C)C)C tetramethyl-cyclopentanediol